BrC1=C(C=C2NC(C=3N(C2=C1)C=NC3)=O)C#N 8-bromo-4-oxo-4,5-dihydroimidazo[1,5-a]quinoxaline-7-carbonitrile